methacryloyl-glycerol C(C(=C)C)(=O)C(O)C(O)CO